N1=C(C=CC=2CCCNC12)CC1CC(C1)C(=O)NCCC(=O)O 3-((1S,3R)-3-((5,6,7,8-tetrahydro-1,8-naphthyridin-2-yl)methyl)cyclobutane-1-carboxamido)propanoic acid